tert-butyl (3-(2-(2-chloropyrimidin-4-yl)acetyl)-2-fluorophenyl)carbamate ClC1=NC=CC(=N1)CC(=O)C=1C(=C(C=CC1)NC(OC(C)(C)C)=O)F